O=C1NCC(C1C(=O)NC1=C(C(=C(C=C1)F)F)F)C1=CC=C(C=C1)C(F)(F)F 2-oxo-4-[4-(trifluoromethyl)phenyl]-N-(2,3,4-trifluorophenyl)-3-pyrrolidinecarboxamide